FC1(OC2=C(O1)C=CC(=C2)N(C(=O)C=2C=C(C=CC2)N2N=C(C=1CCC[C@@H](C21)OC=2C=CC(=NC2)C(=O)OC)C(F)(F)F)C)F |o1:26| (S)- or (R)-methyl 5-[[1-[3-[(2,2-difluoro-1,3-benzodioxol-5-yl)-methyl-carbamoyl]phenyl]-3-(trifluoromethyl)-4,5,6,7-tetrahydroindazol-7-yl]oxy]pyridine-2-carboxylate